N1=CC=CC2=CC=CC(=C12)OCC(=O)NN 2-(quinolin-8-yloxy)acethydrazide